3-(4-amino-5-(4-amino-2-fluorophenyl)-7H-pyrrolo[2,3-d]pyrimidin-7-yl)cyclopentan-1-ol NC=1C2=C(N=CN1)N(C=C2C2=C(C=C(C=C2)N)F)C2CC(CC2)O